4-chloro-7-fluorobenzo[f]isoquinoline ClC1=NC=CC=2C3=C(C=CC12)C(=CC=C3)F